(R)-N-((S)-1-((4-carbamimidoylbenzyl)amino)-1-oxopropan-2-yl)-2-((4-(4-(methylsulfonyl)piperazin-1-yl)benzyl)amino)-4-phenylbutanamide di-trifluoroacetate salt FC(C(=O)O)(F)F.FC(C(=O)O)(F)F.C(N)(=N)C1=CC=C(CNC([C@H](C)NC([C@@H](CCC2=CC=CC=C2)NCC2=CC=C(C=C2)N2CCN(CC2)S(=O)(=O)C)=O)=O)C=C1